C(C)OC(=O)N1[C@@H](C[C@@H](C2=CC(=CC=C12)C(F)(F)F)NC1=NC=C(C(=N1)CC1=CC(=CC(=C1)C(F)(F)F)C(F)(F)F)Br)CC (2R,4S)-4-{[3,5-bis(trifluoromethyl)benzyl]-(5-bromopyrimidin-2-yl)}amino-2-ethyl-6-trifluoromethyl-3,4-dihydro-2H-quinoline-1-carboxylic acid ethyl ester